COC(=O)N1CC2(CCN2C2=NC=C(C3=CC(=NC=C23)Cl)C(C)C)C1 1-(6-chloro-4-isopropyl-2,7-naphthyridin-1-yl)-1,6-diazaspiro[3.3]Heptane-6-carboxylic acid methyl ester